COC1=NC=CC(=C1)C(C)=O 1-(2-methoxy-4-pyridyl)ethanone